(S)-3-(1-ethyl-1H-pyrazolo[3,4-b]pyridin-5-yl)-2-(5-fluoropyridin-2-yl)-6-methyl-6,7-dihydro-4H-pyrazolo[5,1-c][1,4]oxazine C(C)N1N=CC=2C1=NC=C(C2)C=2C(=NN1C2CO[C@H](C1)C)C1=NC=C(C=C1)F